tert-butyl 2,2-difluoro-6-[4-(methoxycarbonyl)-1H-indol-7-yl]-7-azaspiro[3.5]nonane-7-carboxylate FC1(CC2(C1)CC(N(CC2)C(=O)OC(C)(C)C)C=2C=CC(=C1C=CNC21)C(=O)OC)F